C(C)C1=NC=CN=C1SC 2-ethyl-3-methylthiopyrazine